CN(S(=O)(=O)C)C1=NC=CC=C1CNC1=NC(=NC=C1C(F)(F)F)NC1CCN(CC1)C(CC(F)(F)F)=O N-methyl-N-[3-({[5-(trifluoromethyl)-2-{[1-(3,3,3-trifluoropropanoyl)piperidin-4-yl]amino}pyrimidin-4-yl]amino}methyl)pyridin-2-yl]methanesulfonamide